1-[3-[[5-[2-(3-chloroanilino)pyrimidin-5-yl]-3-pyridyl]amino]azetidin-1-yl]prop-2-en-1-one ClC=1C=C(NC2=NC=C(C=N2)C=2C=C(C=NC2)NC2CN(C2)C(C=C)=O)C=CC1